FC=1C(=C(C=CC1)NC(=S)C1=C(CCNC1=O)NCC1=C(C=NC=C1)OC[C@@H]1N(CC1)C(=O)OC(C)(C)C)OC Tert-Butyl (2R)-2-[({4-[({5-[(3-fluoro-2-methoxyphenyl)carbamothioyl]-6-oxo-1,2,3,6-tetrahydropyridin-4-yl}amino)methyl]pyridin-3-yl}oxy)methyl]azetidine-1-carboxylate